N-(4-(benzyl-(methyl)amino)phenyl)piperidine-1-sulfonamide C(C1=CC=CC=C1)N(C1=CC=C(C=C1)NS(=O)(=O)N1CCCCC1)C